C(C)OP(OCC)(=O)C1=CC=CC=C1 phenylphosphonic acid diethyl ester